1-hexadecanesulfonate C(CCCCCCCCCCCCCCC)S(=O)(=O)[O-]